CN(S(=O)(=O)C)C1=C(C(=O)NC2=CC=C(C=C2)S(=O)(=O)N2CCN(CC2)C=2C=C(C=CC2)CCC(=O)OC)C=CC=C1 Methyl 3-(3-(4-((4-(2-(N-methylmethylsulfonamido)benzamido)phenyl)sulfonyl)piperazin-1-yl)phenyl)propanoate